COC1=CC=C(C=C1)C(OC[C@@H]1[C@H]([C@H]([C@@H](O1)N1C2=NC=NC(=C2N=C1)Cl)O[Si](C)(C)C(C)(C)C)O)(C1=CC=CC=C1)C1=CC=C(C=C1)OC 9-{5-O-[bis(4-methoxyphenyl)(phenyl)methyl]-2-O-[tert-butyl(dimethyl)silyl]-β-D-ribofuranosyl}-6-chloro-9H-purine